methyl 2-(5'-chloro-6-((6-cyclopropylthiazolo[4,5-b]pyrazin-2-yl)carbamoyl)-2'-methoxy-[1,1'-biphenyl]-3-yl)acetate ClC=1C=CC(=C(C1)C1=CC(=CC=C1C(NC=1SC=2C(=NC=C(N2)C2CC2)N1)=O)CC(=O)OC)OC